N-(2-cyclopropyl-4-fluorophenyl)pyrimidin-2-amine C1(CC1)C1=C(C=CC(=C1)F)NC1=NC=CC=N1